C(C)(C)(C)C1=CC(=NC=C1)N1C2=CC=CC=C2C=2C=CC=CC12 9-(4-(tert-butyl)pyridin-2-yl)-9H-carbazole